CN(CCCN=C=N)C 1-(3-dimethylaminopropyl)carbodiimide